(R)-4-aminoazepane-1-carboxylic acid tert-butyl ester C(C)(C)(C)OC(=O)N1CC[C@@H](CCC1)N